tert-butyl 4-(4-((6-(methylsulfonyl)pyridin-3-yl)methoxy)phenyl)-1H-imidazole-1-carboxylate CS(=O)(=O)C1=CC=C(C=N1)COC1=CC=C(C=C1)C=1N=CN(C1)C(=O)OC(C)(C)C